4-((2-(4-bromobenzoyl)-4-methoxyphenyl)amino)-4-oxobutanoate BrC1=CC=C(C(=O)C2=C(C=CC(=C2)OC)NC(CCC(=O)[O-])=O)C=C1